C(C)(C)(C)OC(=O)N1C[C@H](CCCC1)OC=1C=C2COC(C2=CC1)=O (S)-3-((1-oxo-1,3-dihydroisobenzofuran-5-yl)oxy)azepane-1-carboxylic acid tert-butyl ester